R-3-hydroxybutyl (R)-3-hydroxybutyrate O[C@@H](CC(=O)OCC[C@@H](C)O)C